[Fe].P(=O)([O-])([O-])[O-].[Fe+3] Iron (III) phosphate iron